tert-butyl 3-[({5-[4-(4-{[(6-methylpyridin-3-yl)methyl]carbamoyl}-1H-1,2,3-triazol-1-yl)butyl]-1,3,4-thiadiazol-2-yl}formamido)methyl]azetidine-1-carboxylate CC1=CC=C(C=N1)CNC(=O)C=1N=NN(C1)CCCCC1=NN=C(S1)C(=O)NCC1CN(C1)C(=O)OC(C)(C)C